3-(cyclohexyl-(hydroxy)methyl)-6,7-dimethylquinoxalin-2(1H)-one C1(CCCCC1)C(C=1C(NC2=CC(=C(C=C2N1)C)C)=O)O